CC=1C=C(C=CC1)N1C(OC=N1)=O 3-(3-methylphenyl)-1,3,4-oxadiazol-2(3H)-one